ClC=1C=C(CNC2=NC(=CC3=CC=C(C=C23)C=2C(=NOC2C)C)N2CCN(CC2)CCO)C=CC1 2-(4-(1-((3-chlorobenzyl)amino)-7-(3,5-dimethylisoxazol-4-yl)isoquinolin-3-yl)piperazin-1-yl)ethanol